1-methyl-1-propylpiperidinium bis(trifluoromethanesulfonyl)imide salt [N-](S(=O)(=O)C(F)(F)F)S(=O)(=O)C(F)(F)F.C[N+]1(CCCCC1)CCC